(3S,4R)-4-(1,4-dimethyl-1H-pyrazol-5-yl)-3-methylpiperidine CN1N=CC(=C1[C@H]1[C@@H](CNCC1)C)C